C(C)(=O)C1=NN(C2=CC=C(C=C12)C=1C=NC(=NC1)C)CC(=O)N1[C@@H](C[C@H](C1)F)C(=O)NC1=NC(=C(N=C1)C)Br (2S,4R)-1-(2-(3-acetyl-5-(2-methylpyrimidin-5-yl)-1H-indazol-1-yl)acetyl)-N-(6-bromo-5-methylpyrazin-2-yl)-4-fluoropyrrolidine-2-carboxamide